copper 4-n-butylphenylacetylene C(CCC)C1=CC=C(C=C1)C#C.[Cu]